5-(N-((1-cyclopropyl-1H-1,2,3-triazol-4-yl)methyl)sulfamoyl)-N-(3,4-difluorophenyl)-2-Fluorobenzamide C1(CC1)N1N=NC(=C1)CNS(=O)(=O)C=1C=CC(=C(C(=O)NC2=CC(=C(C=C2)F)F)C1)F